BrCCC1C(CCCC1)(Br)Br bromoethyl-dibromocyclohexane